OC1C(OCC1)C(CO)O 1-(3-hydroxytetrahydrofuran-2-yl)ethane-1,2-diol